C(C)(C)(C)OC(=O)N1C(CC(C=C1)=O)C#C.COC1=C(C=CC(=C1)C=CC)OC dimethoxy-4-(1-propenyl)benzene tert-butyl-2-ethynyl-4-oxo-2,3-dihydropyridine-1-carboxylate